ClC1=CC=2C(=NN(N2)C2=C(C(=CC(=C2)C)C(C)(C)C)O)C=C1 5-chloro-2-(2-hydroxy-3-tert-butyl-5-methylphenyl)-2H-benzotriazole